2-(3-trifluoromethylbenzoyl)-6-amino-4(3H)-quinazolinone FC(C=1C=C(C(=O)C2=NC3=CC=C(C=C3C(N2)=O)N)C=CC1)(F)F